C(#N)CC(=C=CC#N)C 1,4-dicyano-2-methyl-2-buteneene